ClC1=C(C=CC=C1OC)N1N=CC/2=C1COC\C2=N\[S@@](=O)C(C)(C)C (S,E)-N-(1-(2-chloro-3-methoxyphenyl)-1,7-dihydropyrano[3,4-c]pyrazol-4(5H)-ylidene)-2-methylpropane-2-sulfinamide